6-(4-(((6-(2,4-dioxotetrahydropyrimidin-1(2H)-yl)pyridazin-3-yl)methyl)(methyl)amino)piperidin-1-yl)-2-(4-phenoxyphenyl)nicotinamide O=C1N(CCC(N1)=O)C1=CC=C(N=N1)CN(C1CCN(CC1)C1=NC(=C(C(=O)N)C=C1)C1=CC=C(C=C1)OC1=CC=CC=C1)C